C1(=CC=CC=C1)CCC1CCN(CC1)C(=O)OC=1C=NC=C(C(=O)O)C1 5-(((4-(2-phenylethyl)piperidin-1-yl)carbonyl)oxy)nicotinic acid